4-(6-amino-2-cyclopentylmethoxy-purin-9-yl)butan-1-ol NC1=C2N=CN(C2=NC(=N1)OCC1CCCC1)CCCCO